COC=1C(=CC=C(C=O)C1)OP(=O)(C1=CC=CC=C1)C1=CC=CC=C1 5-methoxy-4-(diphenylphosphinyloxy)benzaldehyde